2-(5-Nitropyridin-2-yl)ethanol [N+](=O)([O-])C=1C=CC(=NC1)CCO